tert-butoxycarbonyl-2-phenylbenzimidazole C(C)(C)(C)OC(=O)C1=CC=CC=2N=C(NC21)C2=CC=CC=C2